2-(3-(5-amino-6-(1-methyl-1H-pyrazol-4-yl)pyrazin-2-yl)-4-methylphenyl)-3,3,3-trifluoro-2-hydroxypropanamide trifluoroacetate FC(C(=O)O)(F)F.NC=1N=CC(=NC1C=1C=NN(C1)C)C=1C=C(C=CC1C)C(C(=O)N)(C(F)(F)F)O